3-(2-((4-(2-(4-chlorophenyl)-2,3-dihydrobenzo[b][1,4]dioxin-5-yl)piperidin-1-yl)methyl)-1-((1-ethyl-1H-imidazol-5-yl)methyl)-1H-imidazol-5-yl)acrylic acid ClC1=CC=C(C=C1)C1COC2=C(O1)C=CC=C2C2CCN(CC2)CC=2N(C(=CN2)C=CC(=O)O)CC2=CN=CN2CC